tert-butyl N-methyl-N-[1-[6-(1-methylpyrazol-4-yl)pyrazolo[1,5-a]pyrazin-4-yl]-3-piperidyl]carbamate CN(C(OC(C)(C)C)=O)C1CN(CCC1)C=1C=2N(C=C(N1)C=1C=NN(C1)C)N=CC2